C(CCNC([C@H](O)C(C)(C)CO)=O)(=O)O (R)-pantothenic acid